ClC=1C=C(C=CC1)CS(=O)(=O)Cl (3-chlorophenyl)methanesulfonyl chloride